ClC1=C(C=C2C(C(NC2=C1)=O)=C(O)C1=C(C=CC=C1)F)C1=CC=C(C=C1)C1CC(C1)O 6-chloro-3-[(2-fluorophenyl)-hydroxy-methylene]-5-[4-(3-hydroxycyclobutyl)phenyl]indolin-2-one